1-(4-bromophenyl)-3-[2,5-dioxo-4,4-di(propan-2-yl)imidazolidin-1-yl]urea BrC1=CC=C(C=C1)NC(=O)NN1C(NC(C1=O)(C(C)C)C(C)C)=O